C(C)(C)(C)C1=CC=C(C=C1)S(=O)(=O)N1C=C(C2=CC(=CC=C12)N1CCOCC1)C=O 1-((4-(tert-butyl)phenyl)sulfonyl)-5-morpholino-1H-indole-3-carbaldehyde